BrC1=C(N=C2N(C1=O)C=CC=C2)N[C@@H]2C[C@@H](CN(C2)C)C2=CC=C(OCCN1CCN(CC1)C(=O)OC(C)(C)C)C=C2 tert-butyl 4-[2-[4-[(3R,5R)-5-[(3-bromo-4-oxo-pyrido[1,2-a]pyrimidin-2-yl)amino]-1-methyl-3-piperidyl]phenoxy]ethyl]piperazine-1-carboxylate